C(C)(C)(C)OC(=O)N1CCC2(C[C@@H](OC2=O)CCN2CCN(CC2)C2=CC=CC3=C2NC(=N3)C)CC1 (R)-3-(2-(4-(2-methyl-1H-benzo[d]imidazol-7-yl)piperazin-1-yl)ethyl)-1-oxo-2-oxa-8-azaspiro[4.5]decane-8-carboxylic acid tert-butyl ester